Diethyl (3-((8-acetylamino-2-chloro-5-(4-methoxybenzyl)-5H-pyrimido[5,4-b]indol-4-yl)amino)propyl)phosphonate C(C)(=O)NC1=CC=2C3=C(N(C2C=C1)CC1=CC=C(C=C1)OC)C(=NC(=N3)Cl)NCCCP(OCC)(OCC)=O